1-((1r,2r)-6,7-difluoro-2-hydroxy-4,4-dimethyl-1,2,3,4-tetrahydronaphthalen-1-yl)-3-(2-phenylpyridin-3-yl)urea FC=1C=C2C(C[C@H]([C@@H](C2=CC1F)NC(=O)NC=1C(=NC=CC1)C1=CC=CC=C1)O)(C)C